FC(C(=O)O)(F)F.N[C@@H](CC(=O)OCC1=CC=CC=C1)C(=O)N[C@H](C(=O)NCC1=C(C(=CC=C1)OC)OC)COC benzyl (S)-3-amino-4-(((S)-1-((2,3-dimethoxybenzyl)amino)-3-methoxy-1-oxopropan-2-yl)amino)-4-oxobutanoate 2,2,2-trifluoroacetate